ClC1=CC(=CC=2CCCOC21)C(=O)[C@@H]2[C@H](C2)C(=O)O (1S,2S)-2-(8-chloro-3,4-dihydro-2H-1-benzopyran-6-carbonyl)cyclopropane-1-carboxylic acid